C(C)C(C(=O)O)(C(CO)(C)C)O ethyl-2,4-dihydroxy-3,3-dimethylbutyric acid